C(CCCCCCC)C(CN1C(C2=C(N(C(C2=C1C=1SC=CC1)=O)CC(CCCCCCCCCC)CCCCCCCC)C=1SC=CC1)=O)CCCCCCCCCC 2,5-bis(2-octyldodecyl)-3,6-bis(thien-2-yl)pyrrolo[3,4-C]Pyrrole-1,4(2H,5H)-dione